(2-(ethoxymethoxy)-3,4-difluorophenyl)boronic acid C(C)OCOC1=C(C=CC(=C1F)F)B(O)O